C[Si](OCCCCCCN(CC#C)C)(OC(CCCCCCC\C=C/CCCCCCCC)OC=1C(=C2CCC(OC2=C(C1)C)(CC\C=C(\CC\C=C(\CCC=C(C)C)/C)/C)C)C)C 6-((dimethyl(((Z)-1-((2,5,8-trimethyl-2-((3E,7E)-4,8,12-trimethyltrideca-3,7,11-trien-1-yl)chroman-6-yl)oxy)octadec-9-en-1-yl)oxy)silyl)oxy)-N-methyl-N-(prop-2-yn-1-yl)hexan-1-amine